1-(2,6-difluorobenzyl)-3-(trifluoromethyl)-1H-pyrazole-5-carboxylic acid methyl ester COC(=O)C1=CC(=NN1CC1=C(C=CC=C1F)F)C(F)(F)F